N-(2-{8-[(2-cyano-2-methylideneethyl)amino]-7-(methoxymethyl)naphthalen-2-yl}pyridin-4-yl)-1-methylpiperidine-4-carboxamide C(#N)C(CNC=1C(=CC=C2C=CC(=CC12)C1=NC=CC(=C1)NC(=O)C1CCN(CC1)C)COC)=C